[(2S)-1-methylpyrrolidin-2-yl]methoxyl-4-piperazin-1-yl-6,8-dihydro-5H-pyrido[3,4-d]pyrimidine CN1[C@@H](CCC1)COC=1N=C(C2=C(N1)CNCC2)N2CCNCC2